2,5-Hexanediol CC(CCC(C)O)O